CC(CC(=O)O)CCC=C(C)C 3,7-di-methyl-6-octenoic acid